2-(dimethylamino)-6-methylpyridine CN(C1=NC(=CC=C1)C)C